FC(C1=NN=C(S1)C1=NC=C2N1C=C(C=C2N2C[C@@H](N([C@H](C2)C)C)C)S(=O)(=O)NC2(COC2)C)F 3-(5-(difluoromethyl)-1,3,4-thiadiazol-2-yl)-N-(3-methyloxetan-3-yl)-8-((3S,5S)-3,4,5-trimethylpiperazin-1-yl)imidazo[1,5-a]pyridine-6-sulfonamide